O=C1NC(CCC1NC(=O)C1=CC=C(C=N1)N1CCC(CC1)CN1CCC(CC1)CC(=O)OC(C)(C)C)=O tert-butyl 2-[1-[[1-[6-[(2,6-dioxo-3-piperidyl)carbamoyl]-3-pyridyl]-4-piperidyl]methyl]-4-piperidyl]acetate